1,2-bis(2-methylphenylimino)ethane CC1=C(C=CC=C1)N=CC=NC1=C(C=CC=C1)C